(S)-N-((S)-1-(5-(4-Fluorophenyl)-1H-imidazol-2-yl)-7-oxononyl)-6-methyl-6-azaspiro[2.5]octan-1-carboxamid FC1=CC=C(C=C1)C1=CN=C(N1)[C@H](CCCCCC(CC)=O)NC(=O)[C@H]1CC12CCN(CC2)C